(2s,3s,4s,5r)-3-(5-chloro-3,4-difluoro-2-methoxyphenyl)-4,5-dimethyl-5-(trifluoromethyl)tetrahydrofuran-2-carboxylic acid methyl ester COC(=O)[C@H]1O[C@]([C@H]([C@H]1C1=C(C(=C(C(=C1)Cl)F)F)OC)C)(C(F)(F)F)C